ClC1=C(C=CC=C1)C1=NN(C(=N1)C)C1=NC(=CC=C1S(=O)(=O)NC)N1N=C(N=C1C)C 2-[3-(2-chlorophenyl)-5-methyl-1H-1,2,4-triazol-1-yl]-6-(3,5-dimethyl-1H-1,2,4-triazol-1-yl)-N-methylpyridine-3-sulfonamide